ClC=1C=C(C=CC1)[C@H]([C@H](C(=O)N)C)C (2R,3S)-3-(3-chlorophenyl)-2-methylbutanamide